4-bromo-1-methyl-quinolin-2-one BrC1=CC(N(C2=CC=CC=C12)C)=O